CC1=CC(=C(C(N1)=O)CNC(=O)C1=CC2=C(OCO2)C=C1)SC N-((6-methyl-4-(methylthio)-2-Oxo-1,2-dihydropyridin-3-yl)methyl)benzo[d][1,3]dioxole-5-carboxamide